(1S,2R,3S,5S)-N-ethyl-2,3-dihydroxyl-4-(6-(((4-methylpyridin-2-yl)methyl)-amino)-2-(5-methylpyridin-3-yl)-9H-purin-9-yl)bicyclo[3.1.0]hexane-1-formamide C(C)NC(=O)[C@@]12[C@H]([C@H](C([C@H]2C1)N1C2=NC(=NC(=C2N=C1)NCC1=NC=CC(=C1)C)C=1C=NC=C(C1)C)O)O